(R)-3-(3-fluoro-4-(6-(2-cyclopropyl-2H-tetrazol-5-yl)pyridin-3-yl)phenyl)-5-(1-hydroxy-2-fluoroethyl)oxazolidin-2-one phosphate P(=O)(O)(O)O.FC=1C=C(C=CC1C=1C=NC(=CC1)C=1N=NN(N1)C1CC1)N1C(O[C@H](C1)C(CF)O)=O